(R)-N2-(3,3-Difluoro-1-methylpiperidin-4-yl)-5-(3-(2,2-difluoroethyl)-2-methyl-3H-imidazo[4,5-b]pyridin-5-yl)-N4-(methyl-d3)pyrrolo[2,1-f][1,2,4]triazine-2,4-diamine FC1(CN(CC[C@H]1NC1=NN2C(C(=N1)NC([2H])([2H])[2H])=C(C=C2)C2=CC=C1C(=N2)N(C(=N1)C)CC(F)F)C)F